2-oxo-[1,3]dioxol O=C1OC=CO1